BrC=1C(=NC(=C(C1)OC)OC)CC(=O)OCC ethyl 2-(3-bromo-5,6-dimethoxypyridin-2-yl)acetate